N1=CC(=CC=C1)CNC(=O)NC1=CC=C(C=C1)S(=O)(=O)N1CCN(CC1)C1=CC(=CC=C1)C(F)(F)F 1-(pyridin-3-ylmethyl)-3-(4-{4-[3-(trifluoromethyl)phenyl]piperazine-1-sulfonyl}phenyl)urea